COCCOCCOCC(=C)C1=CC=C(C=C1)C(=C)COCCOCCOC 1,4-bis(3-(2-(2-methoxyethoxy)ethoxy)prop-1-en-2-yl)benzene